3-bromo-2-(5-fluoropyridin-2-yl)-6-isopropyl-6,7-dihydro-4H-pyrazolo[5,1-c][1,4]oxazine BrC=1C(=NN2C1COC(C2)C(C)C)C2=NC=C(C=C2)F